3-METHYL-5-NITROBENZALDEHYDE CC=1C=C(C=O)C=C(C1)[N+](=O)[O-]